BrC1=C(C=CC=C1)C(C)(OC)OC 1-Bromo-2-(1,1-dimethoxyethyl)benzene